Cl.NC1(C(=C(C=CC1)O)C=1C(=CC=CC1)O)N 3,3-diaminobiphenol hydrochloride